8-methoxy-6-cyclopropyl-5-Nitro-quinoline COC=1C=C(C(=C2C=CC=NC12)[N+](=O)[O-])C1CC1